Ethyl 2-(4-(((4-(4-bromophenyl)-5-oxo-4,5-dihydro-1H-1,2,4-triazol-1-yl)methyl)thio)-2-fluorophenoxy)acetate BrC1=CC=C(C=C1)N1C=NN(C1=O)CSC1=CC(=C(OCC(=O)OCC)C=C1)F